C(C1=CC=CC=C1)(=O)OCCCC\C=C\C(NS(=O)(=O)OCC(Cl)(Cl)Cl)B1OC(CN(CC(O1)=O)C)=O (E)-7-(6-methyl-4,8-dioxo-1,3,6,2-dioxazaborocan-2-yl)-7-(((2,2,2-trichloroethoxy)sulfonyl)amino)hept-5-en-1-yl benzoate